C(#N)[C@@H]1N(CCC1)C(=O)C1=NN(C=2N(C([C@@H]([C@@H](C21)C2=CC=C(C=C2)F)NC(C2=CC(=CC=C2)C(F)(F)F)=O)=O)CC)C2=CC(=CC=C2)O N-((4R,5R)-3-((R)-2-cyanopyrrolidine-1-carbonyl)-7-ethyl-4-(4-fluorophenyl)-1-(3-hydroxyphenyl)-6-oxo-4,5,6,7-tetrahydro-1H-pyrazolo[3,4-b]pyridin-5-yl)-3-(trifluoromethyl)benzamide